BrC1=C2C=NN(C2=CC2=C1C(=CC2)C2CC2)C2OCCCC2 4-bromo-5-cyclopropyl-1-(tetrahydro-2H-pyran-2-yl)-1,7-dihydrocyclopenta[f]indazole